F[C@@H]1CNCC[C@@H]1O (3r,4s)-3-fluoropiperidin-4-ol